N(=[N+]=[N-])[C@@]1(CC[C@@H](N2C(C=3N([C@@H]1C2)C=C(C(C3OCC3=CC=CC=C3)=O)C(NCC3=C(C=C(C=C3F)F)F)=O)=O)C)CCC(=O)OCC ethyl 3-((3S,6S,7R)-6-azido 12-(benzyloxy)-3-methyl-1,11-dioxo-10-((2,4,6-trifluorobenzyl)carbamoyl)-1,4,5,6,7,11-hexahydro-3H-2,7-methanopyrido[1,2-a][1,4]diazonin-6-yl)propanoate